5-methyl-6-phenyl-5H-pyrrolo[2,3-b]pyrazine-3-carboxylic acid CN1C(=CC=2C1=NC(=CN2)C(=O)O)C2=CC=CC=C2